diphenylsulfonium perfluoro-butanesulfonate FC(C(C(C(F)(F)F)(F)F)(F)F)(S(=O)(=O)[O-])F.C1(=CC=CC=C1)[SH+]C1=CC=CC=C1